N-[(1r,4r)-4-{[(3R)-3-(4-{2-[ethyl(isopropyl)carbamoyl]-4-fluorophenyl}-1-methyl-1H-indazol-6-yl)pyrrolidin-1-yl]methyl}-4-hydroxycyclohexyl]carbamic acid tert-butyl ester C(C)(C)(C)OC(NC1CCC(CC1)(O)CN1C[C@H](CC1)C1=CC(=C2C=NN(C2=C1)C)C1=C(C=C(C=C1)F)C(N(C(C)C)CC)=O)=O